2-[[4-[2-[4-(oxiran-2-ylmethoxy)phenyl]prop-2-yl]phenoxy]methyl]oxirane O1C(C1)COC1=CC=C(C=C1)C(C)(C)C1=CC=C(OCC2OC2)C=C1